(S)-N1,N1-Dimethyl-1-(thien-3-yl)ethane-1,2-diamine dihydrochloride Cl.Cl.CN([C@H](CN)C1=CSC=C1)C